zinc (oleic acid) C(CCCCCCC\C=C/CCCCCCCC)(=O)O.[Zn]